CS(=O)(=O)N1CCC(CC1)NC1=NC2=C(C=CC=C2C=N1)N1CC2(COC2)CCC1 N-(1-(methylsulfonyl)piperidin-4-yl)-8-(2-oxa-6-azaspiro[3.5]nonan-6-yl)quinazolin-2-amine